N-(5-((2-cyclopropyl-1-methyl-1H-benzo[d]imidazol-6-yl)ethynyl)-8-(methylamino)-2,7-naphthyridin-3-yl)cyclopropanecarboxamide C1(CC1)C1=NC2=C(N1C)C=C(C=C2)C#CC2=C1C=C(N=CC1=C(N=C2)NC)NC(=O)C2CC2